CC1=CC(=NC(=N1)N1CC(CCC1)C(F)(F)F)C1=NN=C(O1)C1=C(C=C(C=C1)C(CO)S(=O)(=O)N)N1CCC2(CC2)CC1 (4-(5-(6-Methyl-2-(3-(trifluoromethyl)piperidin-1-yl)pyrimidin-4-yl)-1,3,4-oxadiazol-2-yl)-3-(6-azaspiro[2.5]octan-6-yl)phenyl)-2-hydroxyethane-1-sulfonamide